C(CCCCCCCCCCCCCCC)(=O)C([NH+](CCO)CC)C(CCCCCCCCCCCCCCC)=O dipalmitoyl-ethylhydroxyethyl-methyl-ammonium